COC1=C(C=CC=C1)C#N 2-methoxybenzeneCarbonitrile